OCC(O)CCCCCC 2-hydroxymethyl-oxaoctane